FC1=C(C=CC(=C1C=1C=CC=2N(C1F)C=NC2C=2NC=CN2)F)NS(=O)(=O)C=2C(=NC=C(C2)F)OC N-[2,4-difluoro-3-[5-fluoro-1-(1H-imidazol-2-yl)imidazo[1,5-a]pyridin-6-yl]phenyl]-5-fluoro-2-methoxypyridine-3-sulfonamide